N1[C@H](C1)C(=O)N1C[C@@H](N(CC1)C=1C2=C(N(C(N1)=O)C=1C(=NC=CC1C)C(C)C)N=C(C(=C2)F)C2=C(C=CC=C2O)F)C 4-((S)-4-((R)-aziridine-2-carbonyl)-2-methylpiperazin-1-yl)-6-fluoro-7-(2-fluoro-6-hydroxyphenyl)-1-(2-isopropyl-4-methylpyridin-3-yl)pyrido[2,3-d]pyrimidin-2(1H)-one